3,4-Dichlorophenethylcyanamide ClC=1C=C(CCNC#N)C=CC1Cl